methyl (S)-2-(2-amino-3-(hexylamino)-3-oxopropyl)imidazo[1,2-a]pyridine-7-carboxylate N[C@@H](CC=1N=C2N(C=CC(=C2)C(=O)OC)C1)C(=O)NCCCCCC